(3-chloro-5-(2-(4-methoxyphenyl)propan-2-yl)phenyl)-5-(2-(methylsulfonyl)propan-2-yl)benzo[b]thiophene-2-carboxamide ClC=1C=C(C=C(C1)C(C)(C)C1=CC=C(C=C1)OC)C=1C2=C(SC1C(=O)N)C=CC(=C2)C(C)(C)S(=O)(=O)C